2,4,6-trifluoro-benzoyl chloride FC1=C(C(=O)Cl)C(=CC(=C1)F)F